FC(C=1C=C(C=C(C1)C(F)(F)F)NC1=NS(C2=C1C=C(C=C2)OC)(=O)=O)(F)F 3-((3,5-bis(trifluoromethyl)phenyl)amino)-5-methoxy-benzo[d]isothiazole 1,1-dioxide